COC=1C=C2[C@]3(C(NC2=CC1)=O)[C@@H](C3)C3=CC=C1C(=NNC1=C3)NC3=NC=NC=C3OC (1r,2s)-5'-methoxy-2-(3-((5-methoxypyrimidin-4-yl)amino)-1H-indazol-6-yl)spiro[cyclopropane-1,3'-indoline]-2'-one